BrC1=CC2=CN(N=C2C=C1OC)C1CN(C1)CC(F)(F)F 5-Bromo-6-methoxy-2-(1-(2,2,2-trifluoroethyl)azetidin-3-yl)-2H-indazole